ClC=1C(=NC(=NC1)NCC(F)(F)F)C1=CC=C2CN(C(C2=C1)=O)CC(=O)N[C@H](CO)C1=CC(=CC=C1)C 2-(6-{5-chloro-2-[(2,2,2-trifluoroethyl)amino]pyrimidin-4-yl}-1-oxo-2,3-dihydro-1H-isoindol-2-yl)-N-[(1S)-2-hydroxy-1-(3-methylphenyl)ethyl]acetamide